FC(C1=NN=C(O1)C1=CC=2N(C=C1)C=C(N2)CN(C(=O)C2CCN(CC2)C2CCOCC2)C2=CC(=CC=C2)F)F N-((7-(5-(difluoromethyl)-1,3,4-oxadiazol-2-yl)imidazo[1,2-a]pyridin-2-yl)methyl)-N-(3-fluorophenyl)-1-(tetrahydro-2H-pyran-4-yl)piperidine-4-carboxamide